2-(2-(cyclopropanesulfonamido)thiazol-4-yl)-N-(2,3-difluoro-4-(pyridin-3-yl)phenyl)-2-methylpropanamide C1(CC1)S(=O)(=O)NC=1SC=C(N1)C(C(=O)NC1=C(C(=C(C=C1)C=1C=NC=CC1)F)F)(C)C